N-[(R)-(2-methoxynaphthalen-1-yl)(piperidin-4-yl)methyl]-2-methylpropane-2-sulfinamide COC1=C(C2=CC=CC=C2C=C1)[C@H](NS(=O)C(C)(C)C)C1CCNCC1